1-Ethyl 5-(1,1-dioxo-1,4-thiazinan-4-yl)pyrazolo[1,5-a]pyrimidine-3-carboxylate O=S1(CCN(CC1)C1=NC=2N(C=C1)N=CC2C(=O)OCC)=O